ethanethioic acid, S-[4-(acetyloxy)-2-naphthalenyl] ester C(C)(SC1=CC2=CC=CC=C2C(=C1)OC(C)=O)=O